C1=CN(C=N1)C(=S)N2C=CN=C2 N,N'-Thiocarbonyldiimidazole